C(CCCCC)NC(C(=O)O)CC(=O)C.NC(C(C(=O)OCCCCCC)=O)CC hexyl aminoketovalerate (Hexyl aminolevulinate)